rac-4-(2-((3aR,4R,6aR)-4-methyloctahydropyrrolo[3,4-b]pyrrole-1-carbonyl)-oxazol-5-yl)pyridinecarbonitrile TFA salt OC(=O)C(F)(F)F.C[C@H]1NC[C@@H]2N(CC[C@@H]21)C(=O)C=2OC(=CN2)C2=CC(=NC=C2)C#N |r|